CCCCCCCCCCCCCCCCCCCC n-Icosan